N1(N=CC=C1)C1=C(CN(C=2C=3N(N=C(C2)SC2CN(CCC2)C(=O)OC(C)(C)C)C(=CN3)C(C)C)C(=O)OC(C)(C)C)C=CC=C1 tert-butyl 3-((8-((2-(1H-pyrazol-1-yl)benzyl)(tert-butoxycarbonyl)amino)-3-isopropylimidazo[1,2-b]pyridazin-6-yl)thio)piperidine-1-carboxylate